1,1-dimethyl-2-[(E)-2-phenylethenyl]-1H-benzo[e]indole CC1(C(=NC=2C=CC3=C(C12)C=CC=C3)\C=C\C3=CC=CC=C3)C